cis-N-(3-cyclopropoxycyclobutyl)-6-((5-methyl-3-(6-methylpyridin-3-yl)isoxazol-4-yl)methoxy)pyridine-3-carboxamide C1(CC1)O[C@H]1C[C@H](C1)NC(=O)C=1C=NC(=CC1)OCC=1C(=NOC1C)C=1C=NC(=CC1)C